ClC1=C(C=CC(=C1F)OC(F)F)C1=CN=C(N1C)C(=O)NC1=CC(=C(C=C1)C(=O)N1CCN(CC1)C(CC1(CCNCC1)O)=O)Cl 5-[2-chloro-4-(difluoromethoxy)-3-fluoro-phenyl]-N-[3-chloro-4-[4-[2-(4-hydroxy-4-piperidyl)acetyl]piperazine-1-carbonyl]phenyl]-1-methyl-imidazole-2-carboxamide